6-phenylpiperidine-2,4-dione C1(=CC=CC=C1)C1CC(CC(N1)=O)=O